C(#N)C1=CN=C(N1)C(=O)NC=1C(=NC(=CC1)C1=CC2(C3CC3C(C1)(O2)C)C)C2=CCC(CC2)(C)C 5-cyano-N-[2-(4,4-dimethylcyclohexen-1-yl)-6-[1,5-dimethyl-9-oxatricyclo[3.3.1.02,4]non-6-en-7-yl]-3-pyridyl]-1H-imidazole-2-carboxamide